OC=1C=C(C=CC1C(=O)O)C1=CC(=C(C=C1)C(=O)O)O 3,3'-dihydroxy-[1,1'-biphenyl]-4,4'-dicarboxylic acid